COC=1C=C(C=C(C1)OC)NC1=NC=CC(=N1)C1=NN(C(=C1)C(=O)N[C@H](CN1CCCC1)C)C 3-{2-[(3,5-dimethoxyphenyl)amino]pyrimidin-4-yl}-1-methyl-N-[(2S)-1-(pyrrolidin-1-yl)propan-2-yl]-1H-pyrazole-5-carboxamide